F[C@H]1[C@H](C1)C(=O)NC1=CC(=NC=N1)C1=NC=NC=C1NC=1C=NC(=CC1C)C(CC)=O (1R,2R)-2-fluoro-N-{5'-[(4-methyl-6-propanoylpyridin-3-yl)amino]-[4,4'-bipyrimidin]-6-yl}cyclopropane-1-carboxamide